S1C=CC2=C1C=CC=C2C2=C(C=C1C(=NC(=NC1=C2)OC[C@H]2N(CCC2)C)N2C[C@@H](N(CC2)C(C(=C)F)=O)CC#N)F 2-((S)-4-(7-(benzothien-4-yl)-6-fluoro-2-(((S)-1-methylpyrrolidin-2-yl)methoxy)quinazolin-4-yl)-1-(2-fluoroacryloyl)piperazin-2-yl)acetonitrile